phenyl-3-chlorobenzenesulfonate C1(=CC=CC=C1)OS(=O)(=O)C1=CC(=CC=C1)Cl